CN(C1=C(C(=O)NC2=CC=C(C=C2)S(=O)(=O)N2CCN(CC2)C2=CC=C(C=C2)[N+](=O)[O-])C=CC=C1)S(=O)(=O)C 2-[Methyl(methylsulfonyl)amino]-N-[4-[4-(4-nitrophenyl)piperazin-1-yl]sulfonylphenyl]benzamide